FC(C1=NC(=NO1)C=1C=C2CC[C@H](C2=CC1)NC(C)=O)F (R)-N-(5-(5-(difluoromethyl)-1,2,4-oxadiazol-3-yl)-2,3-dihydro-1H-inden-1-yl)acetamide